(3R,5S)-3-azido-5-((2-methoxyethoxy)methoxy)piperidine-1-carboxylic acid tert-butyl ester C(C)(C)(C)OC(=O)N1C[C@@H](C[C@@H](C1)OCOCCOC)N=[N+]=[N-]